C(C)N1C(C(=CC2=CC(=CC=C12)[N+](=O)[O-])OCC(=O)NC)=O 2-[(1-ethyl-6-nitro-2-oxo-3-quinolyl)oxy]-N-methyl-acetamide